C(C)OC(=O)C=1C(N(C2=NC=C(C=C2C1O)C1=CC=C(C=C1)F)CC1=NC=C(C=C1)F)=O.C[Si](C(C(C(C(C(C(F)(F)F)(F)F)(F)F)(F)F)(F)F)(F)F)(C)C trimethyl-(tridecafluorohexyl)silane ethyl-6-(4-fluorophenyl)-1-((5-fluoropyridin-2-yl)methyl)-4-hydroxy-2-oxo-1,2-dihydro-1,8-naphthyridine-3-carboxylate